Cl.ClCCC1CC(C1)CN (3-(2-chloroethyl)cyclobutyl)methylamine hydrochloride